O1CCN(CC1)C1=NC(=C2C=C(C=NC2=C1)N)OC1CCC(CC1)NC1=NC=CC=N1 7-morpholino-5-[4-(pyrimidin-2-ylamino)cyclohexoxy]-1,6-naphthyridin-3-amine